O[C@@H]1C[C@H](CC1)C=1C=NN(C1)C1=NC(=NC=C1C(F)(F)F)NC1=CC=C(C=C1)S(=O)(=O)NC 4-((4-(4-((1S,3S)-3-hydroxycyclopentyl)-1H-pyrazol-1-yl)-5-(trifluoromethyl)pyrimidin-2-yl)amino)-N-methylbenzenesulfonamide